butyl 2-chloro-6-[3-[(3-fluoro-1-bicyclo[1.1.1]pentanyl)methoxy]pyrazol-1-yl]pyridine-3-carboxylate ClC1=NC(=CC=C1C(=O)OCCCC)N1N=C(C=C1)OCC12CC(C1)(C2)F